5-((4-((4'-chloro-5,5-dimethyl-3,4,5,6-tetrahydro-[1,1'-biphenyl]-2-yl)methyl)piperazin-1-yl)methyl)-2-(2,4-dioxotetrahydropyrimidine-1(2H)-yl)isoindoline-1,3-dione ClC1=CC=C(C=C1)C1=C(CCC(C1)(C)C)CN1CCN(CC1)CC=1C=C2C(N(C(C2=CC1)=O)N1C(NC(CC1)=O)=O)=O